NC1=NC=CC=C1C1=NC=2C(=NC(=CC2)C2=CC(=CC=C2)F)N1C1=CC=C(CN2CCN(CC2)C(=O)OCCCC)C=C1 butyl 4-(4-(2-(2-aminopyridin-3-yl)-5-(3-fluorophenyl)-3H-imidazo[4,5-b]pyridin-3-yl)benzyl)piperazine-1-carboxylate